ClCC1=NC(=NO1)C1[C@H]2CN(C[C@@H]12)C1=CC(=CC=C1)F 5-(chloromethyl)-3-[(1R,5S)-3-(3-fluorophenyl)-3-azabicyclo[3.1.0]Hexane-6-yl]-1,2,4-oxadiazole